Stearyldimethylamine Oxide C(CCCCCCCCCCCCCCCCC)[N+](C)(C)[O-]